N-{1-Cyclooctyl-2-oxo-2-[(2-oxospiro[indoline-3,4'-tetrahydropyran]-6-yl)amino]ethyl}-2-methylpyrazole-3-carboxamide C1(CCCCCCC1)C(C(NC1=CC=C2C(=C1)NC(C21CCOCC1)=O)=O)NC(=O)C=1N(N=CC1)C